N1(C=NC=C1)C1=NC=CC(=N1)C(=O)NC1CCC(CC1)OC 2-(1H-imidazol-1-yl)-N-(4-methoxycyclohexyl)pyrimidine-4-carboxamide